C(C)(C)(C)C(C(C)N)(N)C(C)(C)C Di-tert-butyl-propane-1,2-diamine